FC=1C=C(C=NC1)C=1C=C(C=CC1C)NC(=O)N1C2CC(CC1C2)C(=O)OC trans-methyl 6-((3-(5-fluoropyridin-3-yl)-4-methylphenyl)carbamoyl)-6-azabicyclo[3.1.1]heptane-3-carboxylate